2-(4-nitro-2-trifluoromethylphenyl)propionitrile [N+](=O)([O-])C1=CC(=C(C=C1)C(C#N)C)C(F)(F)F